BrCCCCCCOC(CCCCCCC)O[Si](O[Si](OCCCCCCCC)(C)C)(C)C 1-((1-((6-bromohexyl)oxy)octyl)oxy)-1,1,3,3-tetramethyl-3-(octyloxy)disiloxane